ClC=1C(=C(C=CC1)NC1=C(NC2=C1C(NCC2)=O)C2=C(C=NC=C2)C#CC2(CC2)O)OC 3-((3-chloro-2-methoxyphenyl)amino)-2-(3-((1-hydroxycyclopropyl)ethynyl)pyridin-4-yl)-1,5,6,7-tetrahydro-4H-pyrrolo[3,2-c]pyridin-4-one